N-((6-Chloropyridin-3-yl)methyl)-3-fluoroaniline ClC1=CC=C(C=N1)CNC1=CC(=CC=C1)F